C(\C=C(/C)\CCC=C(C)C)CC(C)=O trans-geranyl-acetone